BrC=1C=C(C(=C2C=CN=CC12)/N=C/N(C)C)I (E)-N'-(8-bromo-6-iodoisoquinolin-5-yl)-N,N-dimethylmethanimidamide